2-[3-(2-bromo-6-oxo-1-pyridyl)propyl]isoindoline-1,3-dione BrC=1N(C(C=CC1)=O)CCCN1C(C2=CC=CC=C2C1=O)=O